9,10-dibutyl-oxyanthracene C(CCC)OC=1C2=CC=CC=C2C(=C2C=CC=CC12)OCCCC